1-(2-methacrylamidoethyl)-pyridinium chloride [Cl-].C(C(=C)C)(=O)NCC[N+]1=CC=CC=C1